ClC=1C=C2C(=NC(=NC2=C(C1C1=CC(=CC2=CC=C(C(=C12)CC)F)OCOC)F)S(=O)(=O)CC)N1CCOCC(C1)(O)C 4-(6-chloro-7-(8-ethyl-7-fluoro-3-(methoxymethoxy)naphthalen-1-yl)-2-(ethylsulfonyl)-8-fluoroquinazoline-4-yl)-6-methyl-1,4-oxazepan-6-ol